CCCC=C pent-4-en